FC=1C=C(C=CC1)C(=O)N1CCCC2=CC(=C(N=C12)C1=CC=C(C=C1)F)[Se]C1=CC=CC=C1 (3-fluorophenyl)(7-(4-fluorophenyl)-6-(phenylseleno)-3,4-dihydro-1,8-naphthyridin-1(2H)-yl)methanone